(1R,4s)-N-((S)-1-(5-(2-Methoxychinolin-3-yl)-1H-imidazol-2-yl)-7-oxononyl)-7'-oxo-7'H-spiro[cyclohexan-1,5'-furo[3,4-b]pyridin]-4-carboxamid COC1=NC2=CC=CC=C2C=C1C1=CN=C(N1)[C@@H](CCCCCC(CC)=O)NC(=O)C1CCC2(OC(C3=NC=CC=C32)=O)CC1